ClC=1N=NC(=C(N1)C)Cl 3,6-Dichloro-5-methyl-1,2,4-triazine